C(C=C)(=O)N1CC(CC1)N1N=C(C2=CC=CC(=C12)C(=O)NC1COC1)C=1C=NC(=CC1)C(F)(F)F 1-(1-acryloylpyrrolidin-3-yl)-N-(oxetan-3-yl)-3-(6-(trifluoromethyl)pyridin-3-yl)-1H-indazole-7-carboxamide